C1(=CC=CC=C1)N(C([O-])=O)C=1SC=C(N1)C.FC1=C(C(=C(C(=C1[B-](C1=C(C(=C(C(=C1F)F)F)F)F)(C1=C(C(=C(C(=C1F)F)F)F)F)C1=C(C(=C(C(=C1F)F)F)F)F)F)F)F)F.C1(=CC=CC=C1)[N+]#N.C1(=CC=CC=C1)[N+]#N benzenediazonium tetrakis(pentafluorophenyl)borate phenyl-(4-methyl-thiazol-2-yl)-carbamate